COC1=CC=C(C=N1)C1COC2=C(O1)C=CC(=C2)C(C)N2C=NC=1C2=NC=C(C1)C#CC(C)(N)C 4-(3-(1-(2-(6-methoxypyridin-3-yl)-2,3-dihydrobenzo[b][1,4]dioxin-6-yl)ethyl)-3H-imidazo[4,5-b]pyridin-6-yl)-2-methylbut-3-yn-2-amine